COC(COC1=CC=C(C=C1)CO)OC (4-(2,2-dimethoxyethoxy)phenyl)methanol